CC(C=C)(CCC[C@@H](CCCC(C)C)C)O (7R)-3,7,11-trimethyldodec-1-en-3-ol